Sodium N-[5-(2-methylpropyl)-1,3,4-thiadiazol-2-yl]sulfamate CC(CC1=NN=C(S1)NS([O-])(=O)=O)C.[Na+]